[Si](C1=CC=CC=C1)(C1=CC=CC=C1)(C(C)(C)C)OC(C(=O)O)C 2-((tert-butyldiphenylsilyl)oxy)propionic acid